C(C)(C)OC1=CC=C(OC=2C(=CC(=NC2)C(=O)O)OC)C=C1 5-(4-isopropoxy-phenoxy)-4-methoxy-pyridine-2-carboxylic acid